1-(3'-ethoxy-2-fluoro-[1,1'-biphenyl]-4-yl)ethan-1-one C(C)OC=1C=C(C=CC1)C1=C(C=C(C=C1)C(C)=O)F